(2S,4R)-N-((R)-1-(4-carbamimidoylthiophen-2-yl)ethyl)-1-((9,9-difluoro-9H-fluorene-3-carbonyl)glycyl)-4-fluoro-4-(methoxymethyl)pyrrolidine-2-carboxamide C(N)(=N)C=1C=C(SC1)[C@@H](C)NC(=O)[C@H]1N(C[C@](C1)(COC)F)C(CNC(=O)C=1C=CC=2C(C3=CC=CC=C3C2C1)(F)F)=O